(6-Chlorochroman-3-yl)-[6-(5-fluoro-1H-pyrazol-4-yl)-1-[(2S)-2-hydroxybutyl]pyrrolo[3,2-c]pyridin-3-yl]methanone ClC=1C=C2CC(COC2=CC1)C(=O)C1=CN(C2=C1C=NC(=C2)C=2C=NNC2F)C[C@H](CC)O